CN1C(=C(C=C1C=1C=C2CCNCC2=CC1C(=O)N1CC2=CC=CC=C2C[C@H]1C)C(=O)N(C1=CC=CC=C1)C=1N(N=CC1)C)C 1,2-dimethyl-5-[7-[(3R)-3-methyl-3,4-dihydro-1H-isoquinoline-2-carbonyl]-1,2,3,4-tetrahydroisoquinolin-6-yl]-N-(2-methylpyrazol-3-yl)-N-phenyl-pyrrole-3-carboxamide